CC(C(=O)OCCCCCCCCCCCCCCCCCC)=C octadecyl 2-methyl-2-propenoate